N-((3R,4S)-4-((6-(2,6-dichloro-3,5-di-methoxyphenyl)-8-(pyridin-3-yl)pyrido[3,4-d]pyrimidin-2-yl)amino)tetra-hydrofuran-3-yl)acrylamide ClC1=C(C(=C(C=C1OC)OC)Cl)C1=CC2=C(N=C(N=C2)N[C@H]2[C@H](COC2)NC(C=C)=O)C(=N1)C=1C=NC=CC1